2,2-dimethyl-benzopyran tert-butyl-2-[2-chloro-8-fluoro-7-[3-(methoxymethoxy)-1-naphthyl]pyrido[4,3-d]pyrimidin-4-yl]-1,3,3a,4,6,6a-hexahydropyrrolo[3,4-c]pyrrole-5-carboxylate C(C)(C)(C)OC(=O)N1CC2C(C1)CN(C2)C=2C1=C(N=C(N2)Cl)C(=C(N=C1)C1=CC(=CC2=CC=CC=C12)OCOC)F.CC1(OC2=C(C=C1)C=CC=C2)C